triethyl-[3,3,5,5-tetra-tert.-butyl-1,1-biphenyl-2,2-diyl]phosphite C(C)C1=C(C=CC=C1)C=1C(C(C(C(C1CC)(C(C)(C)C)C(C)(C)C)CC)(C(C)(C)C)C(C)(C)C)=P([O-])([O-])[O-]